FC1(CC2(CC(C2)N2N=C(C=3C2=NC(=NC3)NC=3C(=CC=2N(C3)N=CN2)C)C)C1)F 1-(6,6-difluorospiro[3.3]heptan-2-yl)-3-methyl-N-(7-methyl-[1,2,4]triazolo[1,5-a]pyridin-6-yl)-1H-pyrazolo[3,4-d]pyrimidin-6-amine